C(C)(C)(C)OOC1(CCC(CC1)C(C)(C)C1CCC(CC1)(OOC(C)(C)C)OOC(C)(C)C)OOC(C)(C)C 2,2-di(4,4-di(tert-butylperoxy)cyclohexyl)propane